C(C)(=O)OC(C)CCCN=CC1=CC=CC=C1 benzylideneamino-2-pentyl acetate